(S)-2-((1-azido-3-hydroxypropan-2-yl)oxy)-4-bromo-6-chloropyridin-3-ol N(=[N+]=[N-])C[C@@H](CO)OC1=NC(=CC(=C1O)Br)Cl